4-Chloro-6-(1,1-dioxidoisothiazolin-2-yl)-3-fluoro-2-(4-iodo-1-methyl-1H-pyrazol-5-yl)benzonitrile ClC1=C(C(=C(C#N)C(=C1)N1S(CCC1)(=O)=O)C1=C(C=NN1C)I)F